COC=1C=C(C=CC1C=1C=C2C(=NC1)NC=C2)NC(CCN2CCOCC2)=O N-(3-methoxy-4-(1H-pyrrolo[2,3-b]pyridin-5-yl)phenyl)-3-morpholinopropionamide